(1S,2S,5R)-ethyl 3-((4-(4-chlorophenoxy) piperidin-1-yl) sulfonyl)-3,8-diazabicyclo[3.2.1]octane-2-carboxylate ClC1=CC=C(OC2CCN(CC2)S(=O)(=O)N2[C@@H]([C@@H]3CC[C@H](C2)N3)C(=O)OCC)C=C1